triphenylphosphine rhodium (III) [Rh+3].C1(=CC=CC=C1)P(C1=CC=CC=C1)C1=CC=CC=C1